N12CCC(CC1)(CC2)CN([C@@H](C)C(=O)[O-])P(=O)(OC2=CC=CC=C2)OC2=CC=C(C=C2)[N+](=O)[O-] quinuclidin-4-ylmethyl((4-nitrophenoxy)(phenoxy) phosphoryl)-L-alaninate